C(C)(C)(C)OC(=O)N[C@H](C(=O)O)C1=CC=CC=C1 N-(tert-butyloxycarbonyl)-L-2-phenylglycine